OCCC1=NC=C2N1C=CC21CNCCC1 3'-(2-Hydroxyethyl)spiro[piperidine-3,7'-pyrrolo[1,2-c]imidazole]